2-[4-(difluoromethyl)-1H-pyrazol-1-yl]-N-[(dimethylamino)methylene]-5-nitrobenzenesulfonamide FC(C=1C=NN(C1)C1=C(C=C(C=C1)[N+](=O)[O-])S(=O)(=O)N=CN(C)C)F